dithioisocyanate borate B(O)(O)O.S(SN=C=O)N=C=O